The molecule is a polyprenyl glycosyl phosphate consisting of beta-D-erythro-pentofuranosid-2-ulose attached at the 1-position to trans,octacis-decaprenyl phosphate. It is a conjugate acid of a trans,octacis-decaprenylphospho-beta-D-erythro-pentofuranosid-2-ulose(1-). CC(=CCC/C(=C/CC/C(=C\\CC/C(=C\\CC/C(=C\\CC/C(=C\\CC/C(=C\\CC/C(=C\\CC/C(=C\\CC/C(=C\\COP(=O)(O)O[C@H]1C(=O)[C@@H]([C@H](O1)CO)O)/C)/C)/C)/C)/C)/C)/C)/C)/C)C